(2S)-2-[9H-fluoren-9-ylmethoxycarbonyl-(methyl)amino]-3-(4-iodophenyl)propionic acid C1=CC=CC=2C3=CC=CC=C3C(C12)COC(=O)N([C@H](C(=O)O)CC1=CC=C(C=C1)I)C